(R)-6,7-dichloro-3-methyl-2-(1-((tetrahydro-2H-pyran-4-yl)methyl)piperidin-3-yl)quinazolin-4(3H)-one ClC=1C=C2C(N(C(=NC2=CC1Cl)[C@H]1CN(CCC1)CC1CCOCC1)C)=O